NC1=NC=2C3=C(C(CC2C=N1)(C)C)C(=NN3CCO)C(=O)O 8-amino-1-(2-hydroxyethyl)-4,4-dimethyl-4,5-dihydro-1H-pyrazolo[4,3-H]quinazoline-3-carboxylic acid